5-(4-methylpiperazin-1-yl)-2-(5-(trifluoromethyl)pyridin-2-yl)-4,5,6,7-tetrahydro-2H-indazole CN1CCN(CC1)C1CC2=CN(N=C2CC1)C1=NC=C(C=C1)C(F)(F)F